α-pinen oxide C12C3(C(CC(C1(C)C)C2)O3)C